ON(CCCCC)C(CCC(NCCCCCN(C(CCC(NCCCCCN(C(C)=O)O)=O)=O)O)=O)=O 6,17-dihydroxy-7,10,18,21-tetraoxo-27-(N-acetylhydroxyamino)-6,11,17,22-tetraazaheptacosane